(S)-2-(2'-chloro-3'-(3-((3-hydroxypyrrolidin-1-yl)methyl)-1,7-naphthyridin-8-ylamino)-2-methylbiphenyl-3-yl)-5-formylbenzo[d]oxazole-7-carbonitrile ClC1=C(C=CC=C1NC=1N=CC=C2C=C(C=NC12)CN1C[C@H](CC1)O)C1=C(C(=CC=C1)C=1OC2=C(N1)C=C(C=C2C#N)C=O)C